NC1=CC=C(C(=O)NC2=C(C=C(OC3=CC(=CC=C3)OC3=CC(=C(C=C3)NC(C3=CC=C(C=C3)N)=O)O[Si](OC(C)C)(OC(C)C)OC(C)C)C=C2)O[Si](OC(C)C)(OC(C)C)OC(C)C)C=C1 1,3-bis(4-(4-aminobenzoylamino)-3-(triisopropoxysiloxy)phenoxy)benzene